COCCN1C=CC=2C(=NC(=CC21)NC=2SC(=CN2)C)OC2(CN(C2)C(C=C)=O)C 1-(3-((1-(2-methoxyethyl)-6-((5-methylthiazol-2-yl)amino)-1H-pyrrolo[3,2-c]pyridin-4-yl)oxy)-3-methylazetidin-1-yl)prop-2-en-1-one